C1(=CC=CC=C1)C#CC#CC1=CC=CC=C1 1,4-diphenylbutanediyne